ClC1=CC(=C(C=C1)C1=NC(=NC2=NC(=CN=C12)C)[C@@H]1C[C@@H](OCC1)C=1C=NN(C1)C1CC1)F 4-(4-chloro-2-fluorophenyl)-2-((2r,4s)-2-(1-cyclopropyl-1H-pyrazol-4-yl)tetrahydro-2H-pyran-4-yl)-7-methylpteridine